C1=CC=C(C(=C1)C(=O)NCC(=O)[O-])[125I].[Na+] The molecule is an isotopically modified compound, an organic sodium salt and a sodium 2-iodohippurate. It has a role as a radiopharmaceutical. It derives from a N-benzoylglycine.